(S)-4-(((S)-2-fluoro-3-methoxypropyl)(4-(5,6,7,8-tetrahydro-1,8-naphthyridin-2-yl)butyl)amino)-2-(2-methyl-2-(pyridin-3-yl)propanamido)butanoic acid F[C@@H](CN(CC[C@@H](C(=O)O)NC(C(C)(C=1C=NC=CC1)C)=O)CCCCC1=NC=2NCCCC2C=C1)COC